(R)-1,2-dibenzylethylenimine C(C1=CC=CC=C1)[N@]1C(C1)CC1=CC=CC=C1